4-((1-(2-chlorophenyl)-2,2,2-trifluoroethyl)amino)-N-((R,E)-4-(methylsulfonyl)but-3-en-2-yl)benzamide ClC1=C(C=CC=C1)C(C(F)(F)F)NC1=CC=C(C(=O)N[C@H](C)\C=C\S(=O)(=O)C)C=C1